(5S)-4-[(tert-butoxy)carbonyl]-2-fluoro-5-methyl-1,1-dioxo-1λ6-Thiomorpholine-2-carboxylic acid C(C)(C)(C)OC(=O)N1CC(S(C[C@@H]1C)(=O)=O)(C(=O)O)F